C1(CC1)C=1C=CC=2N(C1)C=C(N2)CNC2=CC(=C(C=C2)S(=O)(=O)C)[N+](=O)[O-] N-((6-cyclopropylimidazo[1,2-a]pyridin-2-yl)methyl)-4-(methylsulfonyl)-3-nitroaniline